tert-butyl (S)-2-((4-(7-(4-chloro-2-fluorophenyl)-1-oxo-3,4-dihydro isoquinolin-2(1H)-yl)piperidin-1-yl)methyl)-1-(oxetan-2-ylmethyl)-1h-benzo[d]imidazole-6-carboxylate ClC1=CC(=C(C=C1)C1=CC=C2CCN(C(C2=C1)=O)C1CCN(CC1)CC1=NC2=C(N1C[C@H]1OCC1)C=C(C=C2)C(=O)OC(C)(C)C)F